[Br-].NC(CSC1C(N(C(C1)=O)CCCC[P+](C1=CC=CC=C1)(C1=CC=CC=C1)C1=CC=CC=C1)=O)C(=O)O (4-(3-((2-amino-2-carboxyethyl)thio)-2,5-dioxopyrrolidin-1-yl)butyl)triphenylphosphonium bromide